N-(3,3,3-trifluoropropyl)-5H-pyrido[3,2-b]indole-3-carboxamide FC(CCNC(=O)C1=CC=2NC=3C=CC=CC3C2N=C1)(F)F